SN1C(=NC2=C1C=CC=C2)C(=O)N mercapto-1H-benzo[d]imidazole-2-carboxamide